C[C@@]12CCC[C@@]3([C@@H]1[C@@H]([C@]45[C@H]3CC[C@H](C4)[C@](C5)(C)O)C(=O)O)OC2=O The molecule is a C19-gibberellin, initially identified in Gibberella fujikuroi. It differs from gibberellin A1 in the absence of the beta-OH at C-9 and the alpha-OH at C-7, the substitution of the methylene group at C-8 by a beta-Me and the presence of an alpha-OH also at C-8 (all gibbane skeletal numberings). It has a role as a plant metabolite. It is a C19-gibberellin, a gibberellin monocarboxylic acid and a lactone.